C(C)(=O)C1(CC1)NC1=CC=C(C=C1)C 1-acetyl-cyclopropyl-p-toluidine